Cl.C1NCC12CC(C2)CNC(OC(C)(C)C)=O tert-butyl N-(2-azaspiro[3.3]heptan-6-ylmethyl)carbamate hydrochloride